4,4'-[(2-hydroxy-3-methoxyphenyl)methylene]bis(2-isopropylphenol) OC1=C(C=CC=C1OC)C(C1=CC(=C(C=C1)O)C(C)C)C1=CC(=C(C=C1)O)C(C)C